6-ethoxy-4-(6-(4-hydroxy-4-(pyridin-3-yl)piperidin-1-yl)pyridin-3-yl)pyrazolo[1,5-a]pyridine-3-carbonitrile C(C)OC=1C=C(C=2N(C1)N=CC2C#N)C=2C=NC(=CC2)N2CCC(CC2)(C=2C=NC=CC2)O